hexahydro-1-(5-isoquinolinesulfonyl)-1H-1,4-diazepine C1=NC=CC=2C(=CC=CC12)S(=O)(=O)N1CCNCCC1